OCCN1CCN(CC1)CCCC(=O)OCC1=CC(=CC(=C1)OCCCCCCCCCCC)OCCCCCCCCCC 3-(Decyloxy)-5-(undecyloxy)benzyl 4-(4-(2-hydroxyethyl)piperazin-1-yl)butanoate